{[(4-methoxyphenyl)methyl]amino}-N-(4-([4-(2-methylpropyl)piperazinyl]methyl)phenyl)carboxamide COC1=CC=C(C=C1)CNC(=O)NC1=CC=C(C=C1)CN1CCN(CC1)CC(C)C